COC=1C=C(C=CC1C)C1(CCC(CC1)N1C(NC2=CC(=CC(=C2C1)C)N1CC2(COC2)C1)=O)C(=O)N (3-Methoxy-4-methylphenyl)-4-(5-methyl-2-oxo-7-(2-oxa-6-azaspiro[3.3]heptan-6-yl)-1,2-dihydroquinazolin-3(4H)-yl)cyclohexanecarboxamide